Di-(2,4-dichlorobenzoyl) peroxide ClC1=C(C(=O)OOC(C2=C(C=C(C=C2)Cl)Cl)=O)C=CC(=C1)Cl